C(#N)C1=CC(=C(COC2=C(C=C(C(=N2)N2CCN(CC2)[C@@H](C)C2=NC3=C(N2C[C@H]2OCC2)C=C(C=C3)C(=O)[O-])F)F)C=C1)F 2-((S)-1-(4-(6-((4-cyano-2-fluorobenzyl)oxy)-3,5-difluoropyridin-2-yl)piperazine-1-yl)ethyl)-1-(((S)-oxetan-2-yl)methyl)-1H-benzo[d]imidazole-6-carboxylate